ClC1=C(C=C(C=C1)F)C1N(C(C=2C=3N(C=C(C21)NC(C2=CC(=CC(=C2)C(F)(F)F)F)=O)C=CN3)=O)CC3=CC=C(C=C3)OC N-[7-(2-chloro-5-fluorophenyl)-8-[(4-methoxyphenyl)methyl]-9-oxo-8,9-dihydro-7H-pyrrolo[4,3-c]imidazo[3,2-a]pyridin-6-yl]-3-fluoro-5-(trifluoromethyl)benzamide